8-bromo-1,6-dimethyl-4,9-dihydro-3H-pyrido[3,4-b]indole BrC=1C=C(C=C2C3=C(NC12)C(=NCC3)C)C